C(C)[N+](\C=C\COC1=CC=C(C=C1)F)(CC)[O-] (E)-N,N-diethyl-3-(4-fluorophenoxy)prop-1-en-1-amine oxide